N=1C=NN2C1C=C(C=C2)OC2=CC(=C(C=C2C)NC2=NC=NC1=CC(=C(C=C21)NC(C(=CC2N(CCC2)C)F)=O)OC)OC2COC2 N-(4-((4-([1,2,4]triazolo[1,5-a]pyridin-7-yloxy)-5-methyl-2-(oxetan-3-yloxy)phenyl)amino)-7-methoxyquinazolin-6-yl)-2-fluoro-3-(1-methylpyrrolidin-2-yl)acrylamide